3-(trimethylsilyl)propynol C[Si](CC#CO)(C)C